2-chloro-N-(prop-2-en-1-yloxy)-5-[3-(trifluoromethyl)phenoxy]Pyridine-4-carboxamidine ClC1=NC=C(C(=C1)C(=N)NOCC=C)OC1=CC(=CC=C1)C(F)(F)F